C(C(CO[N+](=O)[O-])O[N+](=O)[O-])O dinitroglycerine